ClC=1C=C(C=C(C1)Cl)C1=NC(=CC(=C1)CN1CCC(CC1)OCC(=O)O)OC=1C=NC(=NC1)N1CCN(CCC1)C 2-((1-((2-(3,5-dichlorophenyl)-6-((2-(4-methyl-1,4-diazepan-1-yl)pyrimidin-5-yl)oxy)pyridin-4-yl)methyl)piperidin-4-yl)oxy)acetic acid